C(CCC)N=C(C)CC(C)C N-butyl-4-methyl-pentan-2-imine